7-deaza-7-propargylamino-2'-deoxyadenosine C(C#C)NC1=CN([C@H]2C[C@H](O)[C@@H](CO)O2)C=2N=CN=C(C12)N